2-chloro-3,4-diiodopyridine ClC1=NC=CC(=C1I)I